O1C(CCCC1)N1N=C(C=C1)[C@@H]1CC[C@H](CC1)C=1C=NN2C1C=CC=C2 3-(trans-4-(1-(tetrahydro-2H-pyran-2-yl)-1H-pyrazole-3-yl)cyclohexyl)pyrazolo[1,5-a]pyridine